2-((4-chloro-3-fluorophenyl)ethynyl)aniline ClC1=C(C=C(C=C1)C#CC1=C(N)C=CC=C1)F